(E)-ethyl 4-fluorobut-2-enoate FC/C=C/C(=O)OCC